C(C)N1CCN(CC1)C(=O)C1=CNC2=NC=C(C=C21)C2=CC=C(C=C2)S(=O)(=O)C(C)C 1-ethyl-4-{5-[4-(propane-2-sulfonyl)phenyl]-1H-pyrrolo[2,3-b]pyridin-3-carbonyl}piperazine